C(C=C)NC(=O)C=1C(=C(C(=CC1CCCCC)O)C1CCCC(=C1)C)O N-allyl-2,6-dihydroxy-5'-methyl-4-pentyl-1',2',3',4'-tetrahydro-[1,1'-biphenyl]-3-carboxamide